3-phenyl-5-cyano-4,6-diamino-2-butyloxycarbonyl-1-p-toluenesulfonyl-2,3-dihydro-1H-pyrrolo[2,3-b]pyridine C1(=CC=CC=C1)C1C(N(C2=NC(=C(C(=C21)N)C#N)N)S(=O)(=O)C2=CC=C(C)C=C2)C(=O)OCCCC